[N+](=O)([O-])C1=C(C(=O)O)C=C(C=C1)O[C@@H]1COCC1 2-nitro-5-[(3S)-tetrahydrofuran-3-yl]Oxy-benzoic acid